S(=O)(=O)(O)O.CC(C)=CCC\C(\C)=C\C=C\C(\C)=C\C=C\C(\C)=C\C=C\C=C(/C)\C=C\C=C(/C)\C=C\C=C(/C)\CCC=C(C)C lycopene sulfate